FC(C1=CC(=C(COC2=CC=CC(=N2)N2C=NN(CC2)CC2=NC3=C(N2C[C@H]2OCC2)C=C(C=C3)C(=O)O)C=C1)F)(F)F (S)-2-((4-(6-((4-(trifluoromethyl)-2-fluorobenzyl)oxy)pyridin-2-yl)-5,6-dihydro-1,2,4-Triazin-1(4H)-yl)methyl)-1-(oxetan-2-ylmethyl)-1H-benzo[d]imidazole-6-carboxylic acid